BrC1(C(=NN(C1=O)C1=CC=C(C=C1)Br)C)C 4-bromo-1-(4-bromophenyl)-3,4-dimethyl-4,5-dihydro-1H-pyrazol-5-one